1-(4-((E)-2-(6-((1r,2s)-5'-methoxy-2'-oxospiro[cyclopropan-1,3'-indolin]-2-yl)-1H-indazol-3-yl)vinyl)benzyl)-4-methylpiperidine-4-carbonitrile COC=1C=C2[C@]3(C(NC2=CC1)=O)[C@@H](C3)C3=CC=C1C(=NNC1=C3)/C=C/C3=CC=C(CN1CCC(CC1)(C#N)C)C=C3